1-(1-Methylpiperidin-4-yl)-6-(2-m-tolylpyridin-3-yl)-1H-benzo[d]imidazole CN1CCC(CC1)N1C=NC2=C1C=C(C=C2)C=2C(=NC=CC2)C=2C=C(C=CC2)C